FC1=C(C=CC(=C1)O)C1=NN2C(=NC=3C=CC=CC3C2=N1)N[C@H]1C(NCCCC1)=O (3R)-3-{[2-(2-fluoro-4-hydroxyphenyl)[1,2,4]triazolo[1,5-c]quinazolin-5-yl]amino}azepan-2-one